CC1(C(C(=C(C=C1CCCCC)O)C1=CC=CC=C1)O)C=1SC=CC1 3-methyl-4-pentyl-3-(thiophen-2-yl)-[1,1'-biphenyl]-2,6-diol